C(C1=CC=CC=C1)C=1C=2N(C=C(N1)C1=CC(=CC(=C1)Cl)O[Si](C)(C)C(C)(C)C)C(/C(/N2)=C/C=2OC=CC2)=O (Z)-8-benzyl-6-(3-((tert-butyldimethylsilyl)oxy)-5-chlorophenyl)-2-(furan-2-ylmethylene)imidazo[1,2-a]Pyrazin-3(2H)-one